(2S)-3-hydroxy-2-phenyl-1-(2-{[5-(trifluoromethyl)thiophen-3-yl]sulfonyl}-2H,4H,5H,6H-pyrrolo[3,4-c]pyrazol-5-yl)propan-1-one OC[C@@H](C(=O)N1CC2=NN(C=C2C1)S(=O)(=O)C1=CSC(=C1)C(F)(F)F)C1=CC=CC=C1